CC=1C=C(C=CC1C)N1N=C(C=2C=NC=3C=CC(=CC3C21)OC(F)(F)F)C2=CC(=C(C=C2)O)OC 4-[1-(3,4-dimethylphenyl)-8-(trifluoromethoxy)-1H-pyrazolo[4,3-c]quinolin-3-yl]-2-methoxyphenol